C(#N)C1=NC2=CC(=CC(=C2N=C1N1C2CN(C(C1)C2)CC(F)F)[C@@H](C)NC2=C(C(=O)O)C=CC=C2)C 2-(((1R)-1-(2-cyano-3-(5-(2,2-difluoroethyl)-2,5-diazabicyclo[2.2.1]-heptan-2-yl)-7-methylquinoxalin-5-yl)ethyl)amino)benzoic acid